C(CCCCCCCCCCCCCCCCC)OC1CC(CC(C1OCCCCCCCCCCCCCCCCCC)OCCCCCCCCCCCCCCCCCC)COC1=CC=C(CO)C=C1 4-[3',4',5'-tris(octadecyloxy)cyclohexylmethyloxy]benzyl alcohol